N1(CCNCCCNCCNCCC1)C(=O)O 1,4,8,11-tetraazacyclotetradecanecarboxylic acid